3-((2S)-3-(8-(3-fluoro-5-methylphenylsulfonyl)-1-oxa-8-azaspiro[4.5]decan-3-ylamino)-2-hydroxypropoxy)-N-methylbenzenesulfonamide FC=1C=C(C=C(C1)C)S(=O)(=O)N1CCC2(CC(CO2)NC[C@@H](COC=2C=C(C=CC2)S(=O)(=O)NC)O)CC1